2-hydroxyethyl (S,E)-(7-amino-1-((1-(benzo[d]oxazol-2-ylmethyl)-2-oxo-1,2-dihydropyridin-3-yl)amino)-1,7-dioxohept-5-en-2-yl)carbamate NC(/C=C/CC[C@@H](C(=O)NC=1C(N(C=CC1)CC=1OC2=C(N1)C=CC=C2)=O)NC(OCCO)=O)=O